Ethyl 2-(2'-(2,2-difluoroethyl)-7'-oxo-5'H-spiro[cyclopropane-1,4'-thieno[2,3-c]pyridin]-6'(7'H)-yl)acetate FC(CC1=CC2=C(C(N(CC23CC3)CC(=O)OCC)=O)S1)F